2-(4-(((benzyloxy)carbonyl)amino)piperazin-1-yl)acetic acid C(C1=CC=CC=C1)OC(=O)NN1CCN(CC1)CC(=O)O